C1NCC12CC(C2)CC=2C=C(C=C(C2)F)S(C(F)(F)F)(=O)=N [3-(2-azaspiro[3.3]heptan-6-ylmethyl)-5-fluoro-phenyl]-imino-oxo-(trifluoromethyl)-λ6-sulfane